[Te].[Se].[Sb] antimony-selenium-tellurium